BrC=1C=C(C=C(C1Cl)Br)C12C=C3CC(CC(C1)C3)C2 1-(3,5-dibromo-4-chlorophenyl)adamantaneN